tert-butyl (S)-2-((8,9-difluoro-6-oxo-1,4,5,6-tetrahydro-2H-pyrano[3,4-c]isoquinolin-1-yl)(methyl)carbamoyl)-5,6-difluoro-1H-indole-1-carboxylate FC=1C(=CC=2C3=C(NC(C2C1)=O)COC[C@H]3N(C(=O)C=3N(C1=CC(=C(C=C1C3)F)F)C(=O)OC(C)(C)C)C)F